N-(2-((3-bromophenyl)thio)-1-phenylvinyl)methacrylamide BrC=1C=C(C=CC1)SC=C(C1=CC=CC=C1)NC(C(=C)C)=O